S(=O)(C)C sulfinylbis(methane)